ON(C(\C=C(/C(=O)O)\CC)=O)O N,N-dihydroxyethylmaleamic acid